6-(5-(5,5-dioxido-3a,4,6,6a-tetrahydrothieno[3,4-d]isoxazol-3-yl)-2-methoxybenzamido)-2,2-difluoro-N-(4-fluoro-3-(trifluoromethyl)phenyl)benzo[d][1,3]dioxole-5-carboxamide O=S1(CC2C(=NOC2C1)C=1C=CC(=C(C(=O)NC=2C(=CC3=C(OC(O3)(F)F)C2)C(=O)NC2=CC(=C(C=C2)F)C(F)(F)F)C1)OC)=O